6-((tert-butyldimethylsilyl)oxy)-N1-methylbenzene-1,2-diamine [Si](C)(C)(C(C)(C)C)OC=1C=CC=C(C1NC)N